C(C)N1CCN(CC1)C1CCN(CC1)C1CCN(CC1)C1=C(C=NC2=CC=C(C=C12)[S@@](=O)C)S(=O)(=O)C1=CC=C(C=C1)OCCCCCCCCCCCCCCCCCCCC (S)-4-(4-(4-ethylpiperazin-1-yl)-[1,4'-bipiperidin]-1'-yl)-3-((4-(icosyloxy)phenyl)sulfonyl)-6-(methylsulfinyl)quinoline